C(#N)C1=CC(=C(C=C1)NS(=O)(=O)C1=CNC(=C1)C=1SC=CC1)F N-(4-cyano-2-fluoro-phenyl)-5-(2-thienyl)-1H-pyrrole-3-sulfonamide